ClC=1C=C(C=CC1Cl)C=1N(C(=C(C(C1C(=O)O)=O)C(=O)O)C)CC 2-(3,4-dichlorophenyl)-1-ethyl-6-methyl-4-oxo-pyridine-3,5-dicarboxylic acid